FC=1C=C2C(=NC1)C(=C(N2)C2=CC(=NC=C2)NC(CCC)=O)C2=NC=CC=C2 N-{4-[6-fluoro-3-(pyridin-2-yl)-1H-pyrrolo[3,2-b]pyridin-2-yl]pyridin-2-yl}butanamide